tert-butyl 7-(2-(6-(cyclopropanecarboxamido)-1-(methylamino)-2,7-naphthyridin-4-yl)benzo[d]oxazol-5-yl)-9-oxa-3,7-diazabicyclo[3.3.1]nonane-3-carboxylate C1(CC1)C(=O)NC=1C=C2C(=CN=C(C2=CN1)NC)C=1OC2=C(N1)C=C(C=C2)N2CC1CN(CC(C2)O1)C(=O)OC(C)(C)C